1-(DIFLUOROMETHOXY)NAPHTHALENE-5-BORONIC ACID FC(OC1=CC=CC=2C(=CC=CC12)B(O)O)F